CN1NC=C2C1=CN(CCO2)C2=CC=C(C=C2)C=2N=CC1=C(N2)C=CC(=N1)C(F)(F)F 1-methyl-7-(4-(6-(trifluoromethyl)pyrido[3,2-d]pyrimidin-2-yl)phenyl)-6,7-dihydro-1H-pyrazolo[3,4-f][1,4]oxazepin